4-(4-fluorophenyl)-6-methoxy-5-(1-methyl-1H-1,3-benzodiazol-6-yl)pyrimidin-2-amine FC1=CC=C(C=C1)C1=NC(=NC(=C1C=1C=CC2=C(N(C=N2)C)C1)OC)N